C(C1=CC=CC=C1)C=1C=CC=2C3=C(C(=NC2C1)N)N=C(N3CCC(C(F)(F)F)O[Si](C)(C)C(C)(C)C)COCC 7-benzyl-1-(3-((tert-butyldimethylsilyl)oxy)-4,4,4-trifluorobutyl)-2-(ethoxymethyl)-1H-imidazo[4,5-c]quinolin-4-amine